4-chloro-N-[(2,3-difluorophenyl)methyl]-6-(1-tetrahydropyran-2-ylindazol-6-yl)-1,3,5-triazin-2-amine ClC1=NC(=NC(=N1)C1=CC=C2C=NN(C2=C1)C1OCCCC1)NCC1=C(C(=CC=C1)F)F